2-(4-((R or S)-1-(((R)-((R)-8-cyano-1,2,3,4-tetrahydroquinoxalin-2-yl)(phenyl)methyl)amino)propan-2-yl)thiophen-2-yl)acetic acid C(#N)C=1C=CC=C2NC[C@@H](NC12)[C@@H](C1=CC=CC=C1)NC[C@H](C)C=1C=C(SC1)CC(=O)O |o1:21|